FC=1C(=CC(=NC1)OC)C1=CC(=NN1)C(=O)N1C2(CC2)CC(CC1)C(=O)N 4-(5-(5-fluoro-2-methoxypyridin-4-yl)-1H-pyrazole-3-carbonyl)-4-azaspiro[2.5]octane-7-carboxamide